N-{[1-(Dimethylcarbamoyl)-2-methylcyclopentyl]methyl}-4H,5H,6H,7H,8H,9H-cycloocta[b]thiophene-2-carboxamide CN(C(=O)C1(C(CCC1)C)CNC(=O)C1=CC2=C(S1)CCCCCC2)C